[(3S,9aS)-3-[5-Chloro-6-(trifluoromethyl)-2-pyridyl]-3,4,6,7,9,9a-hexahydro-1H-pyrazino[2,1-c][1,4]oxazin-8-yl]-(2-chloro-3-methoxyphenyl)methanon ClC=1C=CC(=NC1C(F)(F)F)[C@@H]1CN2[C@H](CO1)CN(CC2)C(=O)C2=C(C(=CC=C2)OC)Cl